3-(3-(9-(1-((6-chloro-2-(1-methyl-1H-1,2,4-triazol-3-yl)pyridin-3-yl)amino)ethyl)-4,7-dimethyl-5-oxo-4,5-dihydro-3H-pyrazolo[3,4-c]isoquinolin-3-yl)azetidin-1-yl)propanenitrile ClC1=CC=C(C(=N1)C1=NN(C=N1)C)NC(C)C=1C=2C3=C(N(C(C2C=C(C1)C)=O)C)N(N=C3)C3CN(C3)CCC#N